3-{[1-(4-chloro-3-fluorophenyl)-3-methyl-1H-1,2,4-triazol-5-yl]methyl}-1-{[1-(3-fluoroquinolin-6-yl)-1H-1,2,4-triazol-5-yl]methyl}urea ClC1=C(C=C(C=C1)N1N=C(N=C1CNC(NCC1=NC=NN1C=1C=C2C=C(C=NC2=CC1)F)=O)C)F